CC=1C=C(C=C(C1)C)C1=C2CCCC2=C(C=2C=C(CC12)C)C1=CC(=CC(=C1)C)C 4,8-Di(3,5-dimethylphenyl)-6-methyl-1,2,3,5-tetrahydro-s-indacene